CC=1CS(=O)(=O)OCC1 2-methyl-2-butene-1,4-sultone